CC=1C=CC(=NC1)C(=O)OCC ethyl 5-methylpicolinate